C1(=CC=CC=C1)S(=O)(=O)NC=1C=C(C=CC1)C#CC=CC(=O)NO 5-[3-(benzenesulfonamido)phenyl]-N-hydroxypent-2-en-4-ynamide